FC=1C(=C(C2=C(C(=C(C(=C2C1F)F)F)C(F)(F)P(=O)(OC(OC(=O)OC(C(F)(F)F)(C(F)(F)F)F)(F)F)OC(OC(=O)OC(C(F)(F)F)(C(F)(F)F)F)(F)F)F)C1=C(C(=C(C(=C1F)F)F)F)F)C(=O)[O-].FC1=C(C(=C(C(=C1[B-](C1=C(C(=C(C(=C1F)F)F)F)F)(C1=C(C(=C(C(=C1F)F)F)F)F)C1=C(C(=C(C(=C1F)F)F)F)F)F)F)F)F.CC1C=CC=C1.[C-]1(C=CC=C1)C.[Fe+2].CC1C=CC=C1.C[C-]1C=CC=C1.[Fe+2] 1,1'-dimethylferrocenium tetrakis(pentafluorophenyl)borate perfluorophenyl-7-((bis(((isopropoxycarbonyl)oxy)methoxy)phosphoryl)difluoromethyl)-2-naphthoate